8-chloro-1,1-diethoxyoctane ClCCCCCCCC(OCC)OCC